2-tert-butyl-5-[(3Z)-3-(tert-butylhydrazono)cyclopentyl]pyrazol-3-amine C(C)(C)(C)N1N=C(C=C1N)C1C\C(\CC1)=N/NC(C)(C)C